Cl.Cl.Cl.Cl.CCNCC[C@@H](CNCCCCNC[C@H](CCNCC)O)O (6S,15S)-3,8,13,18-tetraazaeicosane-6,15-diol tetrahydrochloride